CN(C1=CC=C(C=N1)C=1C=C(C(N(N1)C1=CC(=CC=C1)F)=O)C(=O)N[C@H](C)C(C)(C)O)C 6-[6-(Dimethylamino)pyridin-3-yl]-2-(3-fluorophenyl)-N-[(2R)-3-hydroxy-3-methylbutan-2-yl]-3-oxo-2,3-dihydropyridazine-4-carboxamide